(S)-N-[1-(hydroxymethyl)-2-phenylethyl]-4-methylbenzenesulfonamide OC[C@H](CC1=CC=CC=C1)NS(=O)(=O)C1=CC=C(C=C1)C